N1=CN=C2N=CNC2=C1C(=O)O 7H-purine-6-carboxylic acid